C(C)P(C(C)(C)C)C(C)(C)C ethyl-di-tert-butyl-phosphorus